C(C)(C)(C)OC(N(C1CC(OCC1)(C)C)N)=O amino-2,2-dimethyl-tetrahydro-2H-pyran-4-ylcarbamic acid tert-butyl ester